(3,3,3-trifluoropropyl)hydrazine FC(CCNN)(F)F